Methyl ortho-formate C(OC)([O-])[O-]